8,9-diphenyl-tetracyclo[4.4.0.12,5.17,10]-3-dodecene C1(=CC=CC=C1)C1C2C3C4C=CC(C3C(C1C1=CC=CC=C1)C2)C4